C(C)OC(CN(C(/C=C/C(=O)OCC)(C)C)C(C(F)(F)F)=O)=O ethyl (E)-4-[(2-ethoxy-2-oxo-ethyl)-(2,2,2-trifluoroacetyl)amino]-4-methyl-pent-2-enoate